OCC(CC)NC(=O)C1CN([C@@H]2CC3=CNC4=CC=CC(C2=C1)=C34)C 9,10-didehydro-N-(1-(hydroxymethyl)propyl)-6-methyl-ergoline-8-carboxamide